CC(C(=O)[O-])(CCCO)C 2,2-dimethyl-5-hydroxyvalerate